ethyl 6-chloro-4-(prop-1-en-2-yl)pyrrolo[1,2-b]pyridazine-3-carboxylate ClC=1C=C2N(N=CC(=C2C(=C)C)C(=O)OCC)C1